COC=1C=C2C=3C=C(C=CC3NC2=CC1OC)C=O 6,7-dimethoxy-9H-carbazole-3-formaldehyde